methyl 5-(4-((tert-butoxycarbonyl)amino)-3-chloro-1H-pyrazol-1-yl)quinoline-2-carboxylate C(C)(C)(C)OC(=O)NC=1C(=NN(C1)C1=C2C=CC(=NC2=CC=C1)C(=O)OC)Cl